C(C)OCCNC(=O)C1=CC=CC=N1 pyridine-6-carboxylic acid (2-ethoxy-ethyl)-amide